ClC1=CC=C(C=C1)C=1N=CN(C1C1=CC=NC=C1)CC(=O)N1CCC2(CNC2)CC1 2-[4-(4-chlorophenyl)-5-(4-pyridyl)imidazol-1-yl]-1-(2,7-diazaspiro[3.5]nonan-7-yl)ethanone